CC1=C2C[C@@H](CN(C2=CC=C1)C(=O)C1=C(C=CC(=C1)N1N=C(N=C1)C(C)C)OC)C(F)(F)F [(3S)-3,4-dihydro-5-methyl-3-(trifluoromethyl)-1(2H)-quinolinyl][2-methoxy-5-[3-(1-methylethyl)-1H-1,2,4-triazol-1-yl]-phenyl]methanone